anthracenyl-triacetoxysilane C1(=CC=CC2=CC3=CC=CC=C3C=C12)[Si](OC(C)=O)(OC(C)=O)OC(C)=O